Amino-4-chloroisoindolin-1-one NN1C(C2=CC=CC(=C2C1)Cl)=O